diethyl 2,3-diisopropylmaleate C(C)(C)/C(/C(=O)OCC)=C(/C(=O)OCC)\C(C)C